[N+](=O)([O-])C1=CC(=C(C(=O)Cl)C=C1)N1CCC2(CC2)CC1 4-Nitro-2-(6-azaspiro[2.5]octan-6-yl)benzoyl chloride